FC(C1(CC1)C(C(=O)O)C)(F)F 2-(1-(trifluoromethyl)cyclopropyl)propanoic acid